COC(=O)C1=CC(=CC=2NC=NC21)C2=C(C=C(C=C2)OCC)Cl 6-(2-chloro-4-ethoxyphenyl)-1H-benzo[d]imidazole-4-carboxylic acid methyl ester